(4'-methyl-[1,1'-biphenyl]-3-yl)methanol CC1=CC=C(C=C1)C1=CC(=CC=C1)CO